CSSC=CC 1-(methyldithio)-1-propene